methyl 3-(2-((4-fluoro-2-methylphenyl)-amino)-4-(trifluoromethyl)-benzamido)benzoate FC1=CC(=C(C=C1)NC1=C(C(=O)NC=2C=C(C(=O)OC)C=CC2)C=CC(=C1)C(F)(F)F)C